C1(C(CCCC1)C(=O)OC(C)C)C(=O)OC(C)C diisopropyl 1,2-cyclohexane-dicarboxylate